benzyl 7'-(3,4-dimethylbenzyl)-3'-(2-hydroxyphenyl)-6'-oxo-6',7'-dihydrospiro[piperidine-3,5'-pyrrolo[2,3-c]pyridazine]-1-carboxylate CC=1C=C(CN2C(C3(C4=C2N=NC(=C4)C4=C(C=CC=C4)O)CN(CCC3)C(=O)OCC3=CC=CC=C3)=O)C=CC1C